FCCN1CCN(CC1)CC1=C(C=C(C=C1)[N+](=O)[O-])C(F)(F)F 1-(2-fluoroethyl)-4-(4-nitro-2-(trifluoromethyl)benzyl)piperazine